C(C)(C)(C)OC1=NC=C(C(=N1)OC(C)(C)C)C1=NC(=NC(=C1)Cl)C1CC1 2',4'-Di-tert-butoxy-6-chloro-2-cyclopropyl-4,5'-bipyrimidine